CC1=CC2=C(NC(=N2)C(=O)N2[C@@H](C=3C=CC=NC3CC2)C)C(=C1)C (R)-(5,7-Dimethyl-1H-benzo[d]imidazol-2-yl)(5-methyl-7,8-dihydro-1,6-naphthyridin-6(5H)-yl)methanone